ethyl 2-[[4-(4-ethyl-1-piperazinyl)-6-[[[4-(methylsulfonyl) phenyl] methyl] amino]-2-pyrimidinyl] amino]-4-methyl-5-thiazolecarboxylate C(C)N1CCN(CC1)C1=NC(=NC(=C1)NCC1=CC=C(C=C1)S(=O)(=O)C)NC=1SC(=C(N1)C)C(=O)OCC